N1(CCC1)C(C)(C)C1CC(N(C1)CC1=CC=C(C=C1)OC)=O 4-(2-(Azetidin-1-yl)propan-2-yl)-1-(4-methoxybenzyl)pyrrolidin-2-one